CC1=CC=C(C=C1)S(=O)(=O)OCC(COS(=O)(=O)C1=CC=C(C=C1)C)(CC1=NN=CN1C)C1=CC(=CC=C1)Br 2-(3-bromophenyl)-2-((4-methyl-4H-1,2,4-triazol-3-yl)methyl)propane-1,3-diyl bis(4-methylbenzenesulfonate)